FC(C1=NC(=NO1)C1(CCC1)NC(C(=O)C1=C(C(=C(N1C)C)C(=O)NC1=CC(=C(C=C1)F)C)C)=O)F 5-(2-((1-(5-(difluoromethyl)-1,2,4-oxadiazol-3-yl)cyclobutyl)amino)-2-oxoacetyl)-N-(4-fluoro-3-methylphenyl)-1,2,4-trimethyl-1H-pyrrole-3-carboxamide